tert-Butyl (3S,5R)-3-[3-[(7-amino-4-methyl-2,3-dioxo-1H-quinoxalin-5-yl)oxy]propyl]-4,4-difluoro-5-methyl-piperidine-1-carboxylate NC1=CC(=C2N(C(C(NC2=C1)=O)=O)C)OCCC[C@H]1CN(C[C@H](C1(F)F)C)C(=O)OC(C)(C)C